(E)-2-(4-nitrophenyl)-2-(4,4-bis(4-methoxyphenyl)-1,3-butadienyl)-1,3-dithiane [N+](=O)([O-])C1=CC=C(C=C1)C1(SCCCS1)\C=C\C=C(C1=CC=C(C=C1)OC)C1=CC=C(C=C1)OC